C(C)(=O)O[C@@H]1[C@H]([C@H]2OC(OC[C@H]2O[C@H]1C(=O)O)(C)C)N1N=NC(=C1)C1=CC(=C(C(=C1)F)Cl)F (4aR,6R,7R,8S,8aR)-7-acetoxy-8-(4-(4-chloro-3,5-difluorophenyl)-1H-1,2,3-triazol-1-yl)-2,2-dimethylhexahydropyrano[3,2-d][1,3]dioxine-6-carboxylic acid